3-(2,4-dimethylphenyl)butan-2-ol methyl-4-methyl-1-(pyridin-4-ylmethyl)-1H-pyrrole-2-carboxylate CC1=C(N(C=C1C)CC1=CC=NC=C1)C(=O)OC(C)C(C)C1=C(C=C(C=C1)C)C